3-p-chlorophenyl-isoquinolin-1(2H)-one ClC1=CC=C(C=C1)C=1NC(C2=CC=CC=C2C1)=O